1,2-dichloro-1,1,2,3,3-pentafluoro-3-[2-chloro-1,1,2,2-tetrafluoroethoxy]-propane 4-Bromo-2-fluorophenyl-5-azaspiro[2.4]heptane-5-carboxylate BrC1=CC(=C(C=C1)OC(=O)N1CC2(CC2)CC1)F.ClC(C(C(OC(C(F)(F)Cl)(F)F)(F)F)(F)Cl)(F)F